(E)-3-(3-sulfophenyl)acrylic acid S(=O)(=O)(O)C=1C=C(C=CC1)/C=C/C(=O)O